CN(CCNC(=O)C=1N=C(OC1C1=C(C=CC=C1)[N+](=O)[O-])C1=CC(=CC=C1)OC)C (2-(dimethylamino)ethyl)-2-(3-methoxyphenyl)-5-(2-nitrophenyl)oxazole-4-carboxamide